3-(trifluoromethyl)oxetan-3-amine FC(C1(COC1)N)(F)F